5-((7-Fluoro-2,3-dihydrobenzo[b][1,4]dioxin-5-yl)amino)-N-(3-fluoroazepin-1-yl)-7-(methylamino)pyrazolo[1,5-a]pyrimidine-3-carboxamide FC=1C=C(C2=C(OCCO2)C1)NC1=NC=2N(C(=C1)NC)N=CC2C(=O)NN2C=C(C=CC=C2)F